C(C1=CC=CC=C1)OC(=O)N1C[C@@H](CCC1)C1=NC(=C2N1C(=CN=C2N)Cl)C2=CC=C(C=C2)C(NC2=NC=CC(=C2)C(F)(F)F)=O (3R)-3-[8-amino-5-chloro-1-[4-[[4-(trifluoromethyl)-2-pyridinyl]carbamoyl]phenyl]-imidazo[1,5-a]pyrazin-3-yl]piperidine-1-carboxylic acid benzyl ester